C(C)(C)(C)OC(=O)NCC1=CN=NN1CC1=CC=C(C=C1)NC(=O)C(C(=O)OCC)CC(C)C Ethyl 2-[[4-[[5-[(tert-butoxycarbonylamino)methyl]triazol-1-yl]methyl]phenyl] carbamoyl]-4-methyl-pentanoate